ketoacetate monohydrate O.O=CC(=O)O